ClC1=CC(=C(OC=2C=C3C=NN(C3=CC2C=2C3=C(C(N(C2)C)=O)NC=C3)S(=O)(=O)CC)C=C1)F 4-(5-(4-chloro-2-fluorophenoxy)-1-(ethylsulfonyl)-1H-indazol-6-yl)-6-methyl-1,6-dihydro-7H-pyrrolo[2,3-C]pyridin-7-one